Cl.Cl.ClC1=CC=C2C(N(C(=NC2=C1)CCCCNC)CC(C)(C)C)=O 7-chloro-2-(4-(methylamino)butyl)-3-neopentylquinazolin-4(3H)-one bis-hydrochloride salt